N-(4-((3R,4S)-3-amino-4-methylpyrrolidin-1-yl)-2-((R)-tetrahydrofuran-3-yl)-2H-indazol-5-yl)-1-(2,6-difluorophenyl)-6-oxo-1,6-dihydropyridazine-3-carboxamide N[C@H]1CN(C[C@@H]1C)C=1C2=CN(N=C2C=CC1NC(=O)C1=NN(C(C=C1)=O)C1=C(C=CC=C1F)F)[C@H]1COCC1